5-(4-acetylcyclohexyl)-N-[(1R)-1-(1,1-difluoro-2,3-dihydro-1H-inden-4-yl)ethyl]-4-oxo-2-{[2-(trimethylsilyl)ethoxy]methyl}-2H,4H,5H-pyrazolo[4,3-c]pyridine-7-carboxamide C(C)(=O)C1CCC(CC1)N1C(C=2C(C(=C1)C(=O)N[C@H](C)C1=C3CCC(C3=CC=C1)(F)F)=NN(C2)COCC[Si](C)(C)C)=O